1,3-bis(isothiocyanatomethyl)-cyclohexane N(=C=S)CC1CC(CCC1)CN=C=S